ClC=1C(=NC(=CC1)Cl)C(=O)OC methyl 3,6-dichloropicolinate